ClC1=C(CN2CC3=C(CC2)SC(=C3)[Si](CC)(CC)CC)C=CC=C1 5-(2-Chlorobenzyl)-2-(triethylsilyl)-4,5,6,7-tetrahydrothieno[3,2-c]pyridine